C1(=CC=CC=C1)C1=CN=C(S1)NC1C[C@@H]2[C@@H](CN(C2)C(=O)OC(C)(C)C)C1 tert-Butyl (3aR,5s,6aS)-5-((5-phenylthiazol-2-yl)amino)hexahydrocyclopenta[c]pyrrole-2(1H)-carboxylate